NS(=NC(CC1=C(C=C(C=C1C(C)C)F)C(C)C)=O)(=O)C1=C(N=C(S1)C(C)(C)O)CO N-(amino(4-(hydroxymethyl)-2-(2-hydroxypropan-2-yl)thiazol-5-yl)(oxo)-λ6-sulfaneylidene)-2-(4-fluoro-2,6-diisopropylphenyl)acetamide